3-({(1S)-1-[1-(tert-butoxycarbonyl)-4-fluoropiperidin-4-yl]ethyl}amino)-5-fluoro-4-(trifluoromethyl)benzoic acid C(C)(C)(C)OC(=O)N1CCC(CC1)(F)[C@H](C)NC=1C=C(C(=O)O)C=C(C1C(F)(F)F)F